CC(CC(C)(NC=1C2=C(N=C(N1)C=1C(=NNC1)C)C=NC=C2)C)NC 1,N1,3-trimethyl-N3-(2-(3-methyl-1H-pyrazol-4-yl)pyrido[3,4-d]pyrimidin-4-yl)butane-1,3-diamine